BrCC(=O)C1=CNC2=NC=C(C=C21)Br 2-bromo-1-(5-bromo-1H-pyrrolo[2,3-b]pyridin-3-yl)ethan-1-one